isovaleryl chloride C(CC(C)C)(=O)Cl